tert-butyl 4-[2-bromo-4-[3-[(4-methoxyphenyl)methyl]-2,4-dioxo-hexahydropyrimidin-1-yl]phenyl]-3,6-dihydro-2H-pyridine-1-carboxylate BrC1=C(C=CC(=C1)N1C(N(C(CC1)=O)CC1=CC=C(C=C1)OC)=O)C=1CCN(CC1)C(=O)OC(C)(C)C